CN(C1=C(OC=2N=NC(=CC2C(=O)NC2=CC(=CC=C2)S(=O)(=NC)C)C(F)(F)F)C=CC=C1)C 3-(2-(dimethylamino)phenoxy)-N-(3-(N,S-dimethylsulfonimidoyl)phenyl)-6-(trifluoromethyl)pyridazine-4-carboxamide